FC(F)C1=NN(C(=C1C(=O)NCC1=C(C=C(C(=C1)C)C)CC)F)C (difluoromethyl)-N-(2-ethyl-4,5-dimethylbenzyl)-5-fluoro-1-methyl-1H-pyrazole-4-carboxamide